COCC1(CCC(CC1)C=1C(=NN2C1CN(CC2)C(=O)C2(CCC2)OC)CN(CCNC)C)COC (3-(4,4-bis(methoxymethyl)-cyclohexyl)-2-((methyl(2-(methylamino)ethyl)amino)-methyl)-6,7-dihydropyrazolo-[1,5-a]pyrazin-5(4H)-yl)(1-methoxycyclobutyl)-methanone